OC1(CC(C1)NC=1C2=C(N(C(N1)=O)C1=C(C=CC=C1)Cl)N=C(C=C2)C(F)(F)F)C 4-[((trans)-3-hydroxy-3-methylcyclobutyl)amino]-1-(2-chlorophenyl)-7-(trifluoromethyl)pyrido[2,3-d]pyrimidin-2(1H)-one